Tris(β-methoxyethoxy)vinylsilan COCCOC(=C(OCCOC)OCCOC)[SiH3]